tert-butyl ((1-(5-((4-(azetidin-3-yl)-3,4-dihydro-2H-benzo[b][1,4]oxazin-8-yl)thio)pyrazin-2-yl)-4-methylpiperidin-4-yl)methyl)carbamate N1CC(C1)N1C2=C(OCC1)C(=CC=C2)SC=2N=CC(=NC2)N2CCC(CC2)(C)CNC(OC(C)(C)C)=O